ClCC([C@H](C[C@H]1C(NCC1)=O)NC(=O)[C@H]1N(CCN(C1)C1=CC=CC=C1)C(=O)C1(C2=CC=CC=C2C=2C=CC=CC12)O)=O (S)-N-((S)-4-chloro-3-oxo-1-((S)-2-oxopyrrolidin-3-yl)butan-2-yl)-1-(9-hydroxy-9H-fluorene-9-carbonyl)-4-phenylpiperazine-2-carboxamide